FC1=C(C=CC=C1)C1(CC1)NC=1C=NC(=NC1)C1=NOC(=N1)C(F)(F)F N-[1-(2-fluorophenyl)cyclopropyl]-2-[5-(trifluoromethyl)-1,2,4-oxadiazol-3-yl]pyrimidin-5-amine